lithium bis(2-methyl-2-fluoromalonate) CC(C(=O)[O-])(C(=O)[O-])F.CC(C(=O)[O-])(C(=O)[O-])F.[Li+].[Li+].[Li+].[Li+]